Indium selenid [In]=[Se]